[La].[Cu] copper-lanthanum salt